methyl 4-[(2-oxooxazolidin-3-yl)sulfonylamino]benzoate O=C1OCCN1S(=O)(=O)NC1=CC=C(C(=O)OC)C=C1